N1=C(C=CC=C1)[C@@H](C)NC(=O)C=1C=NC2=C(C=CC=C2C1)C1=CC=C(C=C1)C(F)(F)F (R)-N-(1-(pyridin-2-yl)ethyl)-8-(4-(trifluoromethyl)phenyl)quinoline-3-carboxamide